tert-Butyl 2-[[tert-butyl(diphenyl)silyl]oxymethyl]-3-isobutyl-6-(5-isopropoxypyrimidin-2-yl)-3,4-dihydro-2H-pyridine-1-carboxylate [Si](C1=CC=CC=C1)(C1=CC=CC=C1)(C(C)(C)C)OCC1N(C(=CCC1CC(C)C)C1=NC=C(C=N1)OC(C)C)C(=O)OC(C)(C)C